(3R,4S)-4-amino-1-(5-(6-ethoxy-1H-pyrazolo[3',4':3,4]pyrazolo[1,5-a]pyridine-4-yl)pyridin-2-yl)-3-hydroxypiperidine hydrochloride Cl.N[C@@H]1[C@@H](CN(CC1)C1=NC=C(C=C1)C=1C=2N(C=C(C1)OCC)N=C1C2C=NN1)O